Ethyl 2-{[6-(cyclopropylmethoxy)-4-fluoro-5-(3-methoxyazetidin-1-yl) pyridine-2-carbonyl] amino}-2-ethylbutyrate C1(CC1)COC1=C(C(=CC(=N1)C(=O)NC(C(=O)OCC)(CC)CC)F)N1CC(C1)OC